(naphthalen-2-ylmethyl)-1-(thiophene-2-carbonyl)piperazine-2-carboxamide C1=C(C=CC2=CC=CC=C12)CC1(N(CCNC1)C(=O)C=1SC=CC1)C(=O)N